5-(4-((6-ethyl-5-oxo-4,5-dihydropyrazolo[1,5-a]pyrimidin-2-yl)methyl)piperazin-1-yl)-N-methylpicolinamide C(C)C=1C(NC=2N(C1)N=C(C2)CN2CCN(CC2)C=2C=CC(=NC2)C(=O)NC)=O